cyclopropyl (4-(1-(4-bromobenzoyl)-5-(pyridin-2-yl)-4,5-dihydro-1H-pyrazol-3-yl)phenyl)carbamate BrC1=CC=C(C(=O)N2N=C(CC2C2=NC=CC=C2)C2=CC=C(C=C2)NC(OC2CC2)=O)C=C1